Trans-(3-(5-(3-(4-bromo-3-(trifluoromethyl)phenyl)-2,2-dichloropropane-1-carboxamido)-2-chlorobenzoylamino)-2,6-difluorophenyl)carbamic acid tert-butyl ester C(C)(C)(C)OC(NC1=C(C(=CC=C1F)NC(C1=C(C=CC(=C1)NC(=O)CC(CC1=CC(=C(C=C1)Br)C(F)(F)F)(Cl)Cl)Cl)=O)F)=O